(3-mercaptopropyl)-5,5-dimethyl-hydantoin ethyl-4-amino-1-methylimidazole-2-carboxylate C(C)OC(=O)C=1N(C=C(N1)N)C.SCCCN1C(=O)NC(=O)C1(C)C